C1=C(C=CC2=CC=CC=C12)CC(=O)O 2-BETA-NAPHTHYL-ACETIC ACID